2-methylthio-3-pyridineformylhydrazine CSC1=NC=CC=C1C(=O)NN